C(C)(C)(C)OC(=O)N1C[C@H](N(CC1)CCCCO)C.C(C1CO1)OCCC[Si](OCCC)(OCCC)OCCC glycidoxypropyltripropoxysilane tert-butyl-(3R)-4-(4-hydroxybutyl)-3-methyl-piperazine-1-carboxylate